(2R,4S)-2-(2-(4-Aminobutoxy)-5-fluorophenyl)-4-fluoropyrrolidine-1-carboxylic acid tert-butyl ester C(C)(C)(C)OC(=O)N1[C@H](C[C@@H](C1)F)C1=C(C=CC(=C1)F)OCCCCN